4-[5-(aminomethyl)pyrimidin-2-yl]-3-[[1-(2-methylpropyl)pyrazol-4-yl]methyl]benzonitrile NCC=1C=NC(=NC1)C1=C(C=C(C#N)C=C1)CC=1C=NN(C1)CC(C)C